6-(4-biphenylyl)methoxy-2-[2-(N,N-diethylamino)ethyl]tetralin C1(=CC=C(C=C1)COC=1C=C2CCC(CC2=CC1)CCN(CC)CC)C1=CC=CC=C1